11,14-Dihydroxyoctadecanoic acid OC(CCCCCCCCCC(=O)O)CCC(CCCC)O